C(O)C(C(=O)O)(C)CO 2,2-Dimethylolpropionic acid